NC=1C(=C(CN2C(N([C@H](C3=CC=C(C=C23)C(=O)NCC2=C(C=C(C=C2F)F)F)C)C)=O)C(=CC1)F)Cl (S)-1-(3-amino-2-chloro-6-fluorobenzyl)-3,4-dimethyl-2-oxo-N-(2,4,6-trifluorobenzyl)-1,2,3,4-tetrahydroquinazoline-7-carboxamide